5,5-dimethyl-4,6-dithia-nonanedioic acid CC(SCCC(=O)O)(SCCC(=O)O)C